FC1=C(C(=O)NC=2N(N=C3C=NC(=CC32)CO)C3=CC=CC=C3)C=C(C(=C1)C(F)(F)F)C1=NC=CC=N1 2-Fluoro-N-(5-(hydroxymethyl)-2-phenyl-2H-pyrazolo[3,4-c]pyridin-3-yl)-5-(pyrimidin-2-yl)-4-(trifluoromethyl)benzamide